(S)-5-(tert-butoxy)-3,3-dimethyl-5-oxo-2-((phenoxycarbonyl)amino)pentanoic acid C(C)(C)(C)OC(CC([C@@H](C(=O)O)NC(=O)OC1=CC=CC=C1)(C)C)=O